NC1=NC=2C=C(C(=CC2C2=C1N(N=C2)C)C(=O)N([C@@H]2COCC1=NC(=CC=C12)C(F)(F)F)CC)C 4-amino-N-ethyl-3,7-dimethyl-N-((5S)-2-(trifluoromethyl)-5,8-dihydro-6H-pyrano[3,4-b]pyridin-5-yl)-3H-pyrazolo[3,4-c]quinoline-8-carboxamide